CN1N=CC(=C1)C=1N=C(C=2N(C1)N=CC2)C2(CCCC2)C(=O)O (6-(1-methyl-1H-pyrazol-4-yl)pyrazolo[1,5-a]pyrazin-4-yl)cyclopentane-1-carboxylic acid